3-(2-(4-chlorobenzoyl)hydrazine-1-carbonyl)bicyclo[2.2.1]heptane-2-carboxylic acid ClC1=CC=C(C(=O)NNC(=O)C2C(C3CCC2C3)C(=O)O)C=C1